C1(=C(C(=CC(=C1)C)C)NC(=N)N)C (S,S)-mesityl-guanidine